(2S,3R,5R)-benzhydryl-3-methyl-3-((((4-nitrophenoxy) carbonyl) oxy) methyl)-7-oxo-4-thia-1-azabicyclo[3.2.0]heptane-2-carboxylate 4,4-dioxide C(C1=CC=CC=C1)(C1=CC=CC=C1)[C@]1(N2C(C[C@H]2S([C@]1(COC(=O)OC1=CC=C(C=C1)[N+](=O)[O-])C)(=O)=O)=O)C(=O)[O-]